OC[C@@H]1C[C@H](CN1)NC(OC(C)(C)C)=O tert-butyl ((3R,5S)-5-(hydroxymethyl)pyrrolidin-3-yl)carbamate